NC=1C(=C(C(=CC1)Cl)C1=CC2=C(N=C(N=C2)SC)N=C1N)Cl 6-(3-amino-2,6-dichloro-phenyl)-2-methylsulfanyl-pyrido[2,3-d]pyrimidin-7-amine